2-(4-(5-Chloro-2-(4-chloro-1H-1,2,3-triazol-1-yl)phenyl)-2,5-dioxapiperazin-1-yl)-N-(2-(methyl-d3)-2H-indazol-5-yl)-3-phenylpropionamide ClC=1C=CC(=C(C1)N1CON(CO1)C(C(=O)NC1=CC2=CN(N=C2C=C1)C([2H])([2H])[2H])CC1=CC=CC=C1)N1N=NC(=C1)Cl